NC1=NC=CC(=C1Cl)OC1=C(C=C(C=C1)C1=NN(C(=C1C(=O)N)CC)C1=NC=CC=C1Cl)F (4-((2-amino-3-chloropyridin-4-yl)oxy)-3-fluorophenyl)-1-(3-chloropyridin-2-yl)-5-ethyl-1H-pyrazole-4-carboxamide